BrC1=CC2=C(N=CS2)C(=C1)F 6-bromo-4-fluorobenzo[d]thiazole